(+-)-7-bromo-8-nitro-1,2,4a,5-tetrahydrobenzo[b]pyrazino[1,2-d][1,4]oxazine-3(4H)-carboxylic acid tert-butyl ester C(C)(C)(C)OC(=O)N1C[C@H]2N(C3=C(OC2)C(=C(C=C3)[N+](=O)[O-])Br)CC1 |r|